CN1C(C(=C(C2=CC(=CC=C12)C)N1CCC(CC1)(C=1OC2=C(N1)C=C(C=C2)C(C)C)C)C(=O)N)=O 1,6-Dimethyl-4-{4-methyl-4-[5-(prop-2-yl)-1,3-benzoxazol-2-yl]piperidin-1-yl}-2-oxo-1,2-dihydroquinoline-3-carboxamide